benzyl 4-(((1s,4s)-4-hydroxycyclohexyl)oxy)piperidine-1-carboxylate OC1CCC(CC1)OC1CCN(CC1)C(=O)OCC1=CC=CC=C1